N[C@@H]1C[C@@H](CCC1)CN1C(C2=CC(=C(C=C2C(=C1)Cl)C1=NC=C(C=N1)C(F)(F)F)F)=O 2-[[(1R,3S)-3-aminocyclohexyl]methyl]-4-chloro-7-fluoro-6-[5-(trifluoromethyl)pyrimidin-2-yl]isoquinolin-1-one